2,6-di-tert-butyl-4-methyl-phenol sodium salt [Na].C(C)(C)(C)C1=C(C(=CC(=C1)C)C(C)(C)C)O